4-T-Butoxycarbonylamino-4-oxobutanoic acid C(C)(C)(C)OC(=O)NC(CCC(=O)O)=O